1-(4-chloro-2-methylphenyl)-N-methylmethylamine ClC1=CC(=C(C=C1)CNC)C